1-(o-tolyl)-7-(trifluoromethyl)quinazolin-2,4(1H,3H)-dione C1(=C(C=CC=C1)N1C(NC(C2=CC=C(C=C12)C(F)(F)F)=O)=O)C